Cl\C(=C/C1=CN=C(N1C)C(CS(=O)(=O)CC)=O)\C(F)(F)F (Z)-1-(5-(2-chloro-3,3,3-trifluoroprop-1-en-1-yl)-1-methyl-1H-imidazol-2-yl)-2-(ethylsulfonyl)Ethan-1-one